ClC1=CC(=C(C(=C1)O)O)C=NCCC1=CC=CC=C1 5-chloro-3-((phenethyl-imino)methyl)benzene-1,2-diol